butyl 2-(2-(4-(N-cyano-S-methylsulfonimidoyl)phenyl)-6-oxo-5-((3-phenylpropyl)amino)pyrimidin-1(6H)-yl)acetate C(#N)N=S(=O)(C)C1=CC=C(C=C1)C=1N(C(C(=CN1)NCCCC1=CC=CC=C1)=O)CC(=O)OCCCC